oxazolyl-pyridone O1C(=NC=C1)C=1C(NC=CC1)=O